5-((1R,2S,5S)-2-(2-Chloro-3-fluorophenyl)-6,6-difluoro-3-azabicyclo[3.1.0]hexan-3-yl)-N-((R,E)-4-(methylsulfonyl)but-3-en-2-yl)pyrimidine-2-carboxamide ClC1=C(C=CC=C1F)[C@@H]1[C@@H]2C([C@@H]2CN1C=1C=NC(=NC1)C(=O)N[C@H](C)\C=C\S(=O)(=O)C)(F)F